N-[(6-Amino-2-pyridyl)sulfonyl]-5-fluoro-6-[1-(4-pyridyl)ethoxy]-2-[(4S)-2,2,4-trimethylpyrrolidin-1-yl]pyridin-3-carboxamid NC1=CC=CC(=N1)S(=O)(=O)NC(=O)C=1C(=NC(=C(C1)F)OC(C)C1=CC=NC=C1)N1C(C[C@@H](C1)C)(C)C